2,N-dicyclohexyl-2-(2-phenyl-benzoimidazol-1-yl)-acetamide C1(CCCCC1)C(C(=O)NC1CCCCC1)N1C(=NC2=C1C=CC=C2)C2=CC=CC=C2